trans-1-({4-methyl-2-azabicyclo[3.1.1]hept-3-yl}methoxy)isoquinoline Sodium Pyruvate C(C(=O)C)(=O)[O-].[Na+].CC1C(NC2CC1C2)COC2=NC=CC1=CC=CC=C21